4-cyano-4'-propylbiphenyl C(#N)C1=CC=C(C=C1)C1=CC=C(C=C1)CCC